C(=O)C=1C=NC=CC1NC(C)=O N-(3-FORMYL-PYRIDIN-4-YL)-ACETAMIDE